5-Methoxy-1-(2-methylpyridin-3-yl)-7-(trifluoromethyl)-1,4-dihydroquinoxaline-2,3-dione COC1=C2NC(C(N(C2=CC(=C1)C(F)(F)F)C=1C(=NC=CC1)C)=O)=O